FC1=CC=C(C=C1)C1CCN(C1)C(=O)N 4-(4-fluorophenyl)pyrrolidine-1-carboxamide